2-[1-[2-[(3S)-2,6-dioxo-3-piperidyl]-1-oxo-isoindolin-5-yl]-4-hydroxy-4-piperidyl]acetic acid hydrochloride Cl.O=C1NC(CC[C@@H]1N1C(C2=CC=C(C=C2C1)N1CCC(CC1)(O)CC(=O)O)=O)=O